N-{3-[3-(4-Fluorophenyl)-4-(6-phenylfuro[2,3-d]pyrimidin-4-yl)-1H-pyrazol-1-yl]propyl}acetamide FC1=CC=C(C=C1)C1=NN(C=C1C=1C2=C(N=CN1)OC(=C2)C2=CC=CC=C2)CCCNC(C)=O